NC(/C=C/CC[C@@H](C(=O)NC=1C(N(C=CC1)CC=1N(C2=CC=C(C=C2C1)F)C(=O)OC(C)(C)C)=O)OC(N(C)C)=O)=O tert-butyl (S,E)-2-((3-(7-amino-2-((dimethylcarbamoyl)oxy)-7-oxohept-5-enamido)-2-oxopyridin-1(2H)-yl)methyl)-5-fluoro-1H-indole-1-carboxylate